CC=1C=C(NC(C)=O)C=CC1C 3',4'-dimethylacetoanilide